[Cl-].CC1=C(C=CC(=C1)C(F)(F)F)[NH+]1CCCCC1 (2-methyl-4-(trifluoromethyl)phenyl)piperidin-1-ium chloride